fructose pentabutyrate C(CCC)(=O)OCC(=O)[C@@H](OC(CCC)=O)[C@H](OC(CCC)=O)[C@H](OC(CCC)=O)COC(CCC)=O